C1(CC1)N(CC[C@@H](C(=O)OC)NC(=O)N(CC)CC)CCCCC1=NC=2NCCCC2C=C1 methyl (S)-4-(cyclopropyl(4-(5,6,7,8-tetrahydro-1,8-naphthyridin-2-yl)butyl)amino)-2-(3,3-diethylureido)butanoate